C(C)(C)(C)C1=C(C=C(C(=O)N)C=C1)OC 4-tert-butyl-3-methoxybenzamide